C1(=CC=CC=C1)[Si](C=1C=CC=2OC3=CC=C(C=C3C2C1)[Si](C1=CC=CC=C1)(C1=CC=CC=C1)C1=CC=CC=C1)(C1=CC=CC=C1)C1=CC=CC=C1 Triphenyl[6-(triphenylsilyl)-9-oxa-3-fluorenyl]silane